N7-(2-{4-[4-(2-methoxyethoxy)phenyl]piperazin-1-yl}ethyl)-2-(1,3-oxazol-2-yl)[1,2,4]triazolo[1,5-c]pyrimidine-5,7-diamine COCCOC1=CC=C(C=C1)N1CCN(CC1)CCNC1=CC=2N(C(=N1)N)N=C(N2)C=2OC=CN2